N,N-diethylcarbamic acid [4-[3-(3-chlorophenyl)-1,5-dimethyl-2,4-dioxo-quinazoline-6-carbonyl]-2,5-dimethyl-pyrazol-3-yl] ester ClC=1C=C(C=CC1)N1C(N(C2=CC=C(C(=C2C1=O)C)C(=O)C1=C(N(N=C1C)C)OC(N(CC)CC)=O)C)=O